CN(CCCN1N=CC(=C1)NC=1N=C(C2=C(N1)C=CS2)N2N=CCC2C2=CC=CC=C2)C N-(1-(3-(dimethylamino)propyl)-1H-pyrazol-4-yl)-4-(5-phenyl-4,5-dihydro-1H-pyrazol-1-yl)thieno[3,2-d]pyrimidin-2-amine